[4-(3-cyclopropyl-1,2,4-oxadiazol-5-yl)piperazin-1-yl]-[rac-(3S)-3-(1H-triazol-5-yl)pyrrolidin-1-yl]methanone C1(CC1)C1=NOC(=N1)N1CCN(CC1)C(=O)N1C[C@H](CC1)C1=CN=NN1 |r|